N-(6-((2-Fluorophenyl)amino)-1H-indazol-3-yl)-4-(4-methylpiperazin-1-yl)benzamid FC1=C(C=CC=C1)NC1=CC=C2C(=NNC2=C1)NC(C1=CC=C(C=C1)N1CCN(CC1)C)=O